ethyl 3-(3-chlorophenyl)-2,3-dibromopropionate ClC=1C=C(C=CC1)C(C(C(=O)OCC)Br)Br